1-((6'-((2-(1-(Cyclopropylsulfonyl)-1H-pyrazol-4-yl)pyrimidin-4-yl)amino)-4'-(((1s,4s)-4-(hydroxymethyl)cyclohexyl)amino)-[2,3'-bipyridin]-5-yl)methyl)piperidin-4-ol C1(CC1)S(=O)(=O)N1N=CC(=C1)C1=NC=CC(=N1)NC1=CC(=C(C=N1)C1=NC=C(C=C1)CN1CCC(CC1)O)NC1CCC(CC1)CO